4-((2-(N-cyclopropylaminosulfonyl)-4-(isoindolin-2-ylmethyl)phenoxy)methyl)-N-methylpiperidine-1-carboxamide C1(CC1)NS(=O)(=O)C1=C(OCC2CCN(CC2)C(=O)NC)C=CC(=C1)CN1CC2=CC=CC=C2C1